FC(C(=O)N[C@@H]1[C@H](N(C([C@H]1C)=O)C=1C=C2C=NN(C2=CC1)C1=CC=C(C=C1)F)C1=CC=C(C=C1)OC)(C)F |r| 2,2-Difluoro-N-[rac-(2r,3s,4s)-1-[1-(4-fluorophenyl)-1H-indazol-5-yl]-2-(4-methoxyphenyl)-4-methyl-5-oxo-pyrrolidin-3-yl]-propionamide